tert-butyl (6-((4-methoxybenzyl)thio)benzo[d]thiazol-2-yl)carbamate COC1=CC=C(CSC2=CC3=C(N=C(S3)NC(OC(C)(C)C)=O)C=C2)C=C1